(9R,13S,16R)-3,16-dimethoxy-9,13-dimethyl-7,9,11,12,13,15,16,17-octahydro-6H-cyclopenta[a]phenanthrene COC=1C=CC=2[C@@]3(CC[C@]4(C[C@H](CC4=C3CCC2C1)OC)C)C